methylenebicyclohexane C=C1C(CCCC1)C1CCCCC1